CN[C@@H](CCCCNC)C(=O)O L-N,N'-dimethyllysine